propanoic acid ethyl ester tri-hydrochloride salt Cl.Cl.Cl.C(C)OC(CC)=O